(2R)-1-{4-[3-(2-chloro-3-methoxyphenyl)-4-(pyrimidin-4-yl)-1,2-oxazol-5-yl]-5-(trifluoromethyl)-1H-pyrazol-1-yl}propan-2-ol ClC1=C(C=CC=C1OC)C1=NOC(=C1C1=NC=NC=C1)C=1C=NN(C1C(F)(F)F)C[C@@H](C)O